C1(=CC=CC=C1)CON1[C@@H]2CC[C@H](N(C1=O)C2)C(NC(CC2=NC=CC=N2)=O)=N N-(((2S,5R)-6-(phenylmethyloxy)-7-oxo-1,6-diazabicyclo[3.2.1]oct-2-yl)(imino)methyl)-2-(pyrimidin-2-yl)acetamide